C1(CCCCC1)N1N=CC(=C1C)C(=O)NC1=NC2=CC=CC=C2C=C1 1-cyclohexyl-5-methyl-N-(quinolin-2-yl)-1H-pyrazole-4-carboxamide